C(C1=CC=CC=C1)C1=NOC(=C1C=1C(=NN(C1C(=O)O)C=1SC(=C(N1)C1=CC(=C(C=C1)Cl)Cl)SC(C)C)C)C 4-(3-benzyl-5-methyl-isoxazol-4-yl)-1-(4-(3,4-dichlorophenyl)-5-(isopropylthio)thiazol-2-yl)-3-methyl-1H-pyrazole-5-carboxylic acid